C(C)(=O)NCC1CCN(CC1)CC1=CC(=NC(=C1)C1=CC(=CC(=C1)Cl)Cl)OC=1C=CC(=NC1)N1CCN(CC1)CCC(=O)OC methyl 3-(4-(5-((4-((4-(acetamidomethyl)piperidin-1-yl)methyl)-6-(3,5-dichlorophenyl)pyridin-2-yl) oxy)pyridin-2-yl)piperazin-1-yl)propanoate